3-[(3R,4S)-4-Methyl-3-[({[1,3]thiazolo[5,4-b]pyridin-2-yl}amino)methyl]-2-azabicyclo[3.1.1]heptan-2-carbonyl]-4-(2H-1,2,3-triazol-2-yl)benzonitril C[C@@H]1[C@@H](N(C2CC1C2)C(=O)C=2C=C(C#N)C=CC2N2N=CC=N2)CNC=2SC1=NC=CC=C1N2